1,3-bis(1-butynyloxy)-2-propanol dichlorophosphate P(=O)(Cl)(Cl)OC(COC#CCC)COC#CCC